5-phenoxypicolinamide O(C1=CC=CC=C1)C=1C=CC(=NC1)C(=O)N